5-chloro-N-(2-methyl-benzyl)benzamide ClC=1C=CC=C(C(=O)NCC2=C(C=CC=C2)C)C1